Phenylbis(4-fluorophenyl)sulfonium tetrakis(3,5-difluoro-4-methyloxyphenyl)borate FC=1C=C(C=C(C1OC)F)[B-](C1=CC(=C(C(=C1)F)OC)F)(C1=CC(=C(C(=C1)F)OC)F)C1=CC(=C(C(=C1)F)OC)F.C1(=CC=CC=C1)[S+](C1=CC=C(C=C1)F)C1=CC=C(C=C1)F